5-(4-(2-(1-(3-chloro-5-(5-(difluoromethyl)-5H-pyrido[4,3-b]indol-7-yl)pyridin-2-yl)piperidin-4-yl)ethyl)piperazin-1-yl)-2-(2,6-dioxopiperidin-3-yl)isoindoline-1,3-dione ClC=1C(=NC=C(C1)C=1C=CC=2C3=C(N(C2C1)C(F)F)C=CN=C3)N3CCC(CC3)CCN3CCN(CC3)C=3C=C1C(N(C(C1=CC3)=O)C3C(NC(CC3)=O)=O)=O